N-(2-hydroxyethyl)cyclopropanecarboxamide rac-tert-butyl-(1R,5R,6S)-6-hydroxy-6-methyl-2-azabicyclo[3.2.0]heptane-2-carboxylate C(C)(C)(C)OC(=O)N1[C@@H]2C[C@]([C@@H]2CC1)(C)O.OCCNC(=O)C1CC1 |r|